NC1=NC(=C(C=2N1N=C(N2)CO)C2=CC=NN2CC)C=2C=C(C#N)C=CC2 3-(5-Amino-8-(1-ethyl-1H-pyrazol-5-yl)-2-(hydroxymethyl)-[1,2,4]triazolo[1,5-c]pyrimidin-7-yl)benzonitrile